racemic-cyclohexyl-(phenyl)phosphorus oxide C1(CCCCC1)[P](C1=CC=CC=C1)=O